C1(CCCC1)=CC1=CC2=CC=CC=C2C=C1 2-(cyclopentylidenemethyl)naphthalene